2-(2,6-difluorophenyl)-2-hydroxyacetyl-hydrazine FC1=C(C(=CC=C1)F)C(C(=O)NN)O